3-phenylaminoimidazo[1,2-a]Pyridine C1(=CC=CC=C1)NC1=CN=C2N1C=CC=C2